4-carbamoyl-2-[(3,4,5-trihydroxyphenyl)formylamino]butyric acid C(N)(=O)CCC(C(=O)O)NC(=O)C1=CC(=C(C(=C1)O)O)O